2-(2-Cyano-4-isopropyl-7-oxo-thieno[2,3-d]pyridazin-6-yl)-N-[(3R)-1-cyclobutyl-3-piperidyl]acetamide C(#N)C1=CC2=C(C(N(N=C2C(C)C)CC(=O)N[C@H]2CN(CCC2)C2CCC2)=O)S1